NC1=CC=C(C=C1)N=NC1=CC=C(C=C1)NO 4-amino-4'-hydroxyaminoazobenzene